BrC=1C(=C(C(=CC1)OC)C1=NC=CC=N1)C 2-(3-bromo-6-methoxy-2-methyl-phenyl)pyrimidine